COCCC=1C=CC=2N(C1)N=CC2 6-(2-methoxyethyl)pyrazolo[1,5-a]pyridine